5-fluoro-2-(2-hydroxy-3,5-di-alpha-cumylphenyl)-2H-benzotriazole FC1=CC=2C(=NN(N2)C2=C(C(=CC(=C2)C(C)(C)C2=CC=CC=C2)C(C)(C)C2=CC=CC=C2)O)C=C1